(S)-3-(3-Bromophenyl)-3-hydroxy-1-(2,2,2-trifluoroethyl)pyrrolidin-2-one BrC=1C=C(C=CC1)[C@@]1(C(N(CC1)CC(F)(F)F)=O)O